trimethyl-cyclotriboroxane CB1OB(OB(O1)C)C